3-(dimethylamino)benzoic acid CN(C=1C=C(C(=O)O)C=CC1)C